N[C@@H](CC1=CNC2=CC=CC=C12)C1=NN=C(O1)CNC(OC(C)(C)C)=O tert-butyl (S)-((5-(1-amino-2-(1H-indol-3-yl)ethyl)-1,3,4-oxadiazol-2-yl)methyl)-carbamate